(S)-5-((1-(3-(5-methyl-3-(trifluoromethyl)-8,9-dihydropyrido[3',2':4,5]pyrrolo[1,2-a]pyrazin-7(6H)-yl)-3-oxopropoxy)propan-2-yl)amino)-4-(trifluoromethyl)pyridazin-3(2H)-one CC=1C2=C(N3C1CN(CC3)C(CCOC[C@H](C)NC3=C(C(NN=C3)=O)C(F)(F)F)=O)N=CC(=C2)C(F)(F)F